2-([1,1'-biphenyl]-4-yl)-4-chloro-6-(7-phenyldibenzo[b,d]furan-2-yl)-1,3,5-triazine C1(=CC=C(C=C1)C1=NC(=NC(=N1)Cl)C1=CC2=C(OC3=C2C=CC(=C3)C3=CC=CC=C3)C=C1)C1=CC=CC=C1